OC(=O)C(F)(F)F.ClC1=CC(=C(COC2=CC=C(C(=N2)C2CCNCC2)F)C=C1)F 6-((4-chloro-2-fluorobenzyl)oxy)-3-fluoro-2-(piperidin-4-yl)pyridine TFA salt